5-{2-[5-Bromo-2-(7-methylchinolin-8-sulfonamido)phenyl]ethynyl}pyridin BrC=1C=CC(=C(C1)C#CC=1C=CC=NC1)NS(=O)(=O)C=1C(=CC=C2C=CC=NC12)C